3-bromo-2-methoxy-4-methyl-5-nitro-pyridine BrC=1C(=NC=C(C1C)[N+](=O)[O-])OC